4-chloro-3-(dimethylphosphoryl)benzoic acid ClC1=C(C=C(C(=O)O)C=C1)P(=O)(C)C